BrC1=CC(=NC=C1)OCCN1CCN(CC1)C(=O)OCC1=CC=CC=C1 benzyl 4-[2-[(4-bromopyridin-2-yl)oxy]ethyl]piperazine-1-carboxylate